1-benzylpiperidine-2-one C(C1=CC=CC=C1)N1C(CCCC1)=O